C1(=C(C=CC=C1)C1=C(C=2C=CC3=CC=CC=C3C2C=C1)C1=C(C2=CC=CC=C2C=C1)C1=CC=CC2=CC=CC=C12)C1=CC=CC=C1 (biphenylyl(phenanthrenyl))binaphthalene